(2s,5r)-2-[difluoro (oxetan-3-yl) methyl]-7-oxo-1,6-diazabicyclo[3.2.1]oct-6-yl bisulfate S(ON1[C@@H]2CC[C@H](N(C1=O)C2)C(C2COC2)(F)F)(O)(=O)=O